FC(C(=O)N1CC(C1)N1N=C(C=2CCCCC12)C1=CC=C(C=C1)C(F)(F)F)=C 2-fluoro-1-(3-(3-(4-(trifluoromethyl)phenyl)-4,5,6,7-tetrahydro-1H-indazol-1-yl)azetidin-1-yl)prop-2-en-1-one